2-(p-chlorophenyl)-1,2-dimethoxypropane ClC1=CC=C(C=C1)C(COC)(C)OC